C1(=CC=CC=C1)C=1N=C(OC1C1=CC=CC=C1)SCC(=O)NC(CCC)C 2-(4,5-diphenyloxazol-2-yl)sulfanyl-N-(1-methylbutyl)acetamide